4-(5-[(E)-2-(4-fluorophenyl)vinyl]thiophen-2-ylmethyl)-2,4-dihydro-3H-1,2,4-triazol-3-one hydrochloride Cl.FC1=CC=C(C=C1)/C=C/C1=CC=C(S1)CN1C(NN=C1)=O